3-Glycidyloxypropyltrimethoxysilan [5-[1-(2,6-dioxo-3-piperidyl)-3-methyl-2-oxo-benzimidazol-5-yl]pentyl]-N-methyl-carbamate O=C1NC(CCC1N1C(N(C2=C1C=CC(=C2)CCCCCOC(NC)=O)C)=O)=O.C(C2CO2)OCCC[Si](OC)(OC)OC